ClC=1C=CC(=NC1)NC([C@H](C)N1C[C@@H](CCC1)F)=O (S)-N-(5-chloropyridin-2-yl)-2-((R)-3-fluoropiperidin-1-yl)propanamide